heptacosan-1-yl margarate C(CCCCCCCCCCCCCCCC)(=O)OCCCCCCCCCCCCCCCCCCCCCCCCCCC